(R) or (S)-N'-((8-cyano-1,2,3,5,6,7-hexahydro-s-indacen-4-yl)carbamoyl)-2-(2-hydroxypropan-2-yl)-4-(methoxymethyl)thiazole-5-sulfonimidamide C(#N)C=1C=2CCCC2C(=C2CCCC12)NC(=O)N=[S@](=O)(N)C1=C(N=C(S1)C(C)(C)O)COC |o1:18|